ClC1=CC(=C(COC2=NC(=NC=C2)C23CCN(CC3C2)CC2=NC3=C(N2C[C@H]2OCC2)C=C(C=C3OC)C(=O)O)C=C1)OC 2-((6-(4-((4-chloro-2-methoxybenzyl)oxy)pyrimidin-2-yl)-3-azabicyclo[4.1.0]heptan-3-yl)methyl)-4-methoxy-1-(((S)-oxetan-2-yl)methyl)-1H-benzo[d]imidazole-6-carboxylic acid